(S)-6-(2-(1-cyanopyrrolidine-3-carboxamido)thiazol-5-yl)-N-ethylpicolinamide C(#N)N1C[C@H](CC1)C(=O)NC=1SC(=CN1)C1=CC=CC(=N1)C(=O)NCC